C1(=CCCCC1)C1C2C=CC(C1)C2 5-cyclohexenyl-bicyclo[2.2.1]hept-2-ene